BrC=1C=C(C(=NC1)OCCCN(C)C)Cl 3-((5-bromo-3-chloropyridin-2-yl)oxy)-N,N-dimethylpropane-1-amine